ethyl 4-[2,6-difluoro-4-(3-hydroxymethyl-thiophen-2-yl)-phenoxy]-butyrate FC1=C(OCCCC(=O)OCC)C(=CC(=C1)C=1SC=CC1CO)F